5-((4-((4'-chloro-5,5-dimethyl-3,4,5,6-tetrahydro-[1,1'-biphenyl]-2-yl)methyl)piperazin-1-yl)methyl)-2-(2,6-dioxopiperidin-3-yl)isoindoline-1,3-dione ClC1=CC=C(C=C1)C1=C(CCC(C1)(C)C)CN1CCN(CC1)CC=1C=C2C(N(C(C2=CC1)=O)C1C(NC(CC1)=O)=O)=O